C(C)OC(C(CC1=CC=C(C=C1)OCCOCC)N1CCN(CCN(CCN(CC1)CC(=O)O)[C@H](C(=O)OCC)CC)CC(=O)O)=O |r| 2,2'-(4-{1-ethoxy-3-[4-(2-ethoxyethoxy)phenyl]-1-oxopropan-2-yl}-10-[(2SR)-1-ethoxy-1-oxobutan-2-yl]-1,4,7,10-tetraazacyclododecane-1,7-diyl)diacetic acid